1-hydroxycyclohexanecarbonitrile OC1(CCCCC1)C#N